4-(((R)-3-aminopyrrolidin-1-yl)-6-methylquinazolin-2-yl)-1-((tetrahydrofuran-3-yl)imino)-2,3,4,5-tetrahydrobenzo[f][1,4]thiazepine N[C@H]1CN(CC1)C1=NC(=NC2=CC=C(C=C12)C)N1CCS(C2=C(C1)C=CC=C2)=NC2COCC2